3-hydrazino-6-chloropyrido[2,3-b]pyrazine N(N)C1=CN=C2C(=N1)N=C(C=C2)Cl